CC1=NC=C(C=C1NC(/C(=C/C1=CC=C2C(=NNC2=C1)C)/F)=O)C (2Z)-N-(2,5-Dimethylpyridin-3-yl)-2-fluoro-3-(3-methyl-1H-indazol-6-yl)prop-2-enamide